1-((4-(5-(trifluoromethyl)-1,2,4-oxadiazol-3-yl)phenyl)imino)hexahydro-1λ6-Thiopyran 1-oxide FC(C1=NC(=NO1)C1=CC=C(C=C1)N=S1(CCCCC1)=O)(F)F